ClC1=C(C=CC=C1)N1C=2N(C3=C(C1=O)C=NC(=N3)NC3=CC=C1CCN(CC1=C3)CCOC)C=CN2 6-(2-chlorophenyl)-2-{[2-(2-methoxyethyl)-1,2,3,4-tetrahydroisoquinolin-7-yl]amino}imidazo[1,2-a]pyrimido[5,4-e]pyrimidin-5(6H)-one